C1(=CC(=CC=C1)C=1C(=C2N(N1)CCC2)C=2C=C1C=NNC1=CC2)C 5-(2-(m-Tolyl)-5,6-dihydro-4H-pyrrolo[1,2-b]pyrazol-3-yl)-1H-indazole